C(C)N1N=CC(=C1C)NC=1N=CC2=C(N1)N=C(C=C2)N2[C@H]1CC[C@@H](C2=O)C1 |o1:20,23| (1S,4R) or (1R,4S)-2-{2-[(1-ethyl-5-methyl-1H-pyrazol-4-yl)amino]pyrido[2,3-d]pyrimidin-7-yl}-2-azabicyclo[2.2.1]heptan-3-one